COC(C1=CC(=C(C=C1)C1=CNC2=NC=C(C=C21)C=2C(=NOC2C)C)OC(F)(F)F)=O.CC2=C(C(=O)C1=CC=C3C=4C=CC(=CC4C(C3=C1)(CCCC)CCCC)CCCC1CCCCC1)C=CC=C2 1-[7-(2-methylbenzoyl)-9,9-dibutyl-fluorene-2-yl]-3-cyclohexyl-propane methyl-4-(5-(3,5-dimethylisoxazol-4-yl)-1H-pyrrolo[2,3-b]pyridin-3-yl)-3-(trifluoromethoxy)benzoate